ClC=1C(=C(C=2C(=C(SN2)N2[C@@H](CN(CC2)C(C=C)=O)C(F)F)C1)F)C1=CC(=CC2=CC=CC=C12)O 1-((3S)-4-(5-chloro-7-fluoro-6-(3-hydroxy-1-naphthyl)-2,1-benzothiazole-3-yl)-3-(difluoromethyl)-1-piperazinyl)-2-propen-1-one